CN1N=C2C(=C1C1=CC=C(C=C1)C(F)(F)F)CN(C2)C(=O)OC(C)(C)C tert-butyl 2-methyl-3-(4-(trifluoromethyl) phenyl)-2,6-dihydropyrrolo[3,4-c]pyrazole-5(4H)-carboxylate